3-(5-(octahydroquinoxalin-1(2H)-yl)-1-oxo-isoindolin-2-yl)piperidine-2,6-dione N1(CCNC2CCCCC12)C=1C=C2CN(C(C2=CC1)=O)C1C(NC(CC1)=O)=O